4-[(6R)-2-(5-fluoro-2-pyridinyl)-6-methyl-5,6-dihydro-4H-pyrrolo[1,2-b]pyrazol-3-yl]-6-methyl-1H-pyrazolo[3,4-b]pyridine FC=1C=CC(=NC1)C=1C(=C2N(N1)[C@@H](CC2)C)C2=C1C(=NC(=C2)C)NN=C1